ClC1=C(C=C(C=C1)N(C(=O)C1N(NC(C1)=O)C1=NC(=CC(=N1)C)C(F)(F)F)C)F N-(4-chloro-3-fluorophenyl)-N-methyl-2-(4-methyl-6-(trifluoromethyl)pyrimidin-2-yl)-5-oxopyrazolidine-3-carboxamide